2-(4-{[(3R)-1-(2-hydroxyethyl)piperidin-3-yl]amino}phthalazin-1-yl)-5-(trifluoromethyl)phenol formate C(=O)OC1=C(C=CC(=C1)C(F)(F)F)C1=NN=C(C2=CC=CC=C12)N[C@H]1CN(CCC1)CCO